7-(2-Cyclopentylethoxy)-5-fluoro-1-methyl-1H-indole C1(CCCC1)CCOC=1C=C(C=C2C=CN(C12)C)F